N-(5-(4-phenyl-3,4-dihydro-1H-benzo[4,5]imidazo[2,1-c][1,4]oxazin-7-yl)pyridin-2-yl)acetamide C1(=CC=CC=C1)C1N2C(COC1)=NC1=C2C=C(C=C1)C=1C=CC(=NC1)NC(C)=O